7-Methyl-3-methylene-7-octenal Dimethyl Acetal COC(CC(CCCC(=C)C)=C)OC